tert-butyl (4R)-4-[[4-[3-(2,6-dioxo-3-piperidyl)-5,7-difluoro-1-methylindazol-6-yl]-1-piperidyl]methyl]-3,3-difluoro-piperidine-1-carboxylate O=C1NC(CCC1C1=NN(C2=C(C(=C(C=C12)F)C1CCN(CC1)C[C@@H]1C(CN(CC1)C(=O)OC(C)(C)C)(F)F)F)C)=O